1-(2-Nitrophenyl)ethan-1-one [N+](=O)([O-])C1=C(C=CC=C1)C(C)=O